C(CCC)SCOC=1C=C2C(=CNC2=CC1)CCNC(C)=O N-[2-(5-Butylthiomethoxy-1H-indol-3-yl)ethyl]acetamide